(6aS)-3-(3-(difluoromethoxy)-5-fluorophenyl)-5-((3-(trifluoromethyl)phenyl)sulfonyl)-6,6a,7,8,9,10-hexahydro-5H-pyrido[1,2-a]Quinoxalin-8-ol FC(OC=1C=C(C=C(C1)F)C1=CC=2N(C[C@H]3N(C2C=C1)CCC(C3)O)S(=O)(=O)C3=CC(=CC=C3)C(F)(F)F)F